(S)-3-(4-((2,3-dihydrobenzo[b][1,4]dioxin-2-yl)methyl)-piperazin-1-yl)isothiazol O1C2=C(OC[C@@H]1CN1CCN(CC1)C1=NSC=C1)C=CC=C2